C(CC1C=CC2=CC=CC=C12)C1C=CC2=CC=CC=C12 1,1'-(1,2-ethanediyl)-bis(indene)